C(C(O)CO)C([C@@H]([C@@H]1C(=C(C(=O)O1)O)[O-])O)(O)CC(O)CO bisglyceryl-ascorbate